1,5-diethyl-9,10-bis[2-carboxy(4-cyclohexenyl)]carbonyloxyanthracene C(C)C1=CC=CC2=C(C3=C(C=CC=C3C(=C12)OC(=O)C1C(CC=CC1)C(=O)O)CC)OC(=O)C1C(CC=CC1)C(=O)O